C(=C)C1=CC=CC(=N1)CCO 2-(6-vinylpyridin-2-yl)-1-ethanol